3-hydroxy-N,N-dimethyl-4-((2-(((1S)-(3-methylpyridin-2-yl)(2-methyltetrahydrofuran-2-yl)methyl)amino)-3,4-dioxocyclobut-1-en-1-yl)amino)picolinamide OC=1C(=NC=CC1NC1=C(C(C1=O)=O)N[C@H](C1(OCCC1)C)C1=NC=CC=C1C)C(=O)N(C)C